C12C3C(C(CC1)C2)C(NC3=O)=O bicyclo[2.2.1]heptane-2,3-dicarboximide